4-Amino-1-(4-amino-2-methylphenyl)-2-oxo-7-(trifluoromethyl)-1,2-dihydroquinoline-3-carboxylic acid methyl ester COC(=O)C=1C(N(C2=CC(=CC=C2C1N)C(F)(F)F)C1=C(C=C(C=C1)N)C)=O